FC=1C=C(C=CC1C1=NOC(=N1)C(F)(F)F)N=S(=O)(C1=NC=CC=C1)C ((3-fluoro-4-(5-(trifluoromethyl)-1,2,4-oxadiazol-3-yl)phenyl)imino)(methyl)(pyridin-2-yl)-λ6-sulfanone